oxazol-5-ylmethyl (4-((4-(N,N-dimethylsulfamoyl)-4-azaspiro[2.5]octan-7-yl)methyl)phenyl)carbamate CN(S(=O)(=O)N1C2(CC2)CC(CC1)CC1=CC=C(C=C1)NC(OCC1=CN=CO1)=O)C